ClC=1C=C(C=C(C1CC1=CC(=C(C=C1)O)C(C)C)Cl)SCC(=O)O 2-((3,5-dichloro-4-(4-hydroxy-3-isopropylbenzyl)phenyl)thio)acetic acid